N[C@H]1[C@H](CC2=CC=CC=C12)N(C=1C=C2C(N(C(C2=CC1)=O)C1C(NC(CC1)=O)=O)=O)C 5-(((1R,2S)-1-amino-2,3-dihydro-1H-inden-2-yl)(methyl)amino)-2-(2,6-dioxopiperidin-3-yl)isoindoline-1,3-dione